The molecule is the bromide salt of acetylcholine. It is a quaternary ammonium salt and a bromide salt. It contains an acetylcholine. CC(=O)OCC[N+](C)(C)C.[Br-]